FC=1C=C(C=CC1)[C@@H]1CO1 (R)-3-fluoro phenyl-ethylene oxide